BrC1=CC2=C(N=C(N=C2)SC)N2C1=NC=C2 6-bromo-2-(methylthio)imidazo[1',2':1,6]pyrido[2,3-d]pyrimidine